CC1=C(C=CC(=C1)C(=O)O)C1=C(C=C(C=C1)C(=O)O)C 2,2'-dimethyl-4,4'-dicarboxybiphenyl